COC1=CC=C(C=C1)C(C2=CC=CC=C2)(C3=CC=C(C=C3)OC)Cl dimethoxytrityl chloride